C(C1=CC=CC=C1)OC=1C=C(C=C(C1)NCCN1CCOCC1)C1=CC=2C(=NC=CC2C=2C=C3C(=NNC3=CC2)N)N1 5-(2-(3-(benzyloxy)-5-((2-morpholinoethyl)amino)phenyl)-1H-pyrrolo[2,3-b]pyridin-4-yl)-1H-indazol-3-amine